C(CCCCCCCCCCCCCCC)[N+](CCCCCCCC)(CCCCCCCC)CCCCCCCC hexadecyl-trioctyl-ammonium